methyl (1S,2R,3R)-3-[(4-chlorophenyl)methyl]-2-hydroxy-1-methyl-2-(1H-1,2,4-triazol-1-ylmethyl)cyclopentane-1-carboxylate ClC1=CC=C(C=C1)C[C@@H]1[C@@]([C@](CC1)(C(=O)OC)C)(CN1N=CN=C1)O